6-(4-(4-(4-iodophenethyl)piperazin-1-yl)phenyl)-1,4-dimethyl-2-(4-(methylsulfonyl)phenyl)-1H-pyrrolo[3,2-c]pyridine IC1=CC=C(CCN2CCN(CC2)C2=CC=C(C=C2)C2=CC3=C(C(=N2)C)C=C(N3C)C3=CC=C(C=C3)S(=O)(=O)C)C=C1